tert-butyl ((1r,3r)-3-(4-bromo-1H-pyrazol-1-yl)cyclobutyl)carbamate BrC=1C=NN(C1)C1CC(C1)NC(OC(C)(C)C)=O